2-methyl-6-ethyl-heptene CC(=C)CCCC(C)CC